2-((9,9-difluoro-9H-fluorene-3-carbonyl)glycyl)-2-azabicyclo[3.1.0]hexane-3-carboxamide FC1(C2=CC=CC=C2C=2C=C(C=CC12)C(=O)NCC(=O)N1C2CC2CC1C(=O)N)F